2-methyl-3-tetrahydropyranyloxypyridin-4-one CC1=NC=CC(C1OC1OCCCC1)=O